tert-butyl 5-p-toluenesulfonyl-5H-pyrrolo[2,3-b]pyrazine-2-carbamate CC1=CC=C(C=C1)S(=O)(=O)N1C=CC=2C1=NC=C(N2)NC(=O)OC(C)(C)C